3-fluoro-2-[4-[(2-hydroxy-2-methyl-propyl)amino]pyrido[3,4-d]pyridazin-1-yl]-5-(trifluoromethyl)phenol FC=1C(=C(C=C(C1)C(F)(F)F)O)C1=C2C(=C(N=N1)NCC(C)(C)O)C=NC=C2